(R)-5-chloro-2-(4-methyl-6-((1-methylpiperidin-3-yl)thio)pyridazin-3-yl)phenol ClC=1C=CC(=C(C1)O)C=1N=NC(=CC1C)S[C@H]1CN(CCC1)C